calcium zirconium oxychloride O(Cl)Cl.[Zr].[Ca]